[Cu].[P].[Sn] tin phosphorus copper